methyl (E)-1-(4-aminobut-2-en-1-yl)-2-(4-ethyl-2-methylthiazole-5-carboxamido)-7-(3-morpholinopropoxy)-1H-benzo[d]imidazole-5-carboxylate NC/C=C/CN1C(=NC2=C1C(=CC(=C2)C(=O)OC)OCCCN2CCOCC2)NC(=O)C2=C(N=C(S2)C)CC